(4-((4-aminocyclohexyl)amino)-1,2,5-oxadiazol-3-yl)-4-(3-bromo-4-fluorophenyl)-1,2,4-oxadiazol-5(4H)-one NC1CCC(CC1)NC=1C(=NON1)C1=NOC(N1C1=CC(=C(C=C1)F)Br)=O